C(C)(C)(C)OC(NC1=CC=C(C=C1)C(=O)N1C(CC1)C(NC=1SC=C(N1)C1=CC(=CC=C1)C1=CC=NC=C1)=O)=O tert-Butyl-(4-(2-((4-(3-(pyridin-4-yl)phenyl)thiazol-2-yl)carbamoyl)azetidine-1-carbonyl)phenyl)carbamate